N-isopropyl-benzothiophen-2-carboxamid C(C)(C)NC(=O)C=1SC2=C(C1)C=CC=C2